ClC1=CC(=C(C=C1Cl)C(\C=C\C1=CC=CC=C1)=O)O (E)-1-(4,5-dichloro-2-hydroxyphenyl)-3-phenylprop-2-en-1-one